BrC=1C=CC(=NC1)N[C@@H]1C[C@@H]2CN([C@H]1CC2)C(=O)C2=NC=C(C=C2C2=NC=CC=N2)C ((1S,4R,6R)-6-((5-bromopyridin-2-yl)amino)-2-azabicyclo[2.2.2]oct-2-yl)(5-methyl-3-(pyrimidin-2-yl)pyridin-2-yl)methanone